C(C1=CC=CC=C1)N1N=C(C=C1)C(=O)N[C@@H]1C(N(C2=C(O[C@@H]1C)C=CC=N2)C)=O 1-benzyl-N-((2R,3S)-2,5-dimethyl-4-oxo-2,3,4,5-tetrahydro-pyrido[3,2-b][1,4]oxazepin-3-yl)-1H-pyrazole-3-carboxamide